F[P-](F)(F)(F)(F)F.N1(N=NC2=C1C=CC=C2)O[P+](N(C)C)(N(C)C)N(C)C ((1H-benzo[d][1,2,3]triazol-1-yl)oxy)tris(dimethylamino)phosphonium hexafluorophosphate